C1(=CC=CC=C1)N1N=CC(=N1)C=O 2-phenyl-2H-1,2,3-triazol-4-carbaldehyde